N(N)C1=NN=C(N=N1)N1CCOCC1 4-(6-hydrazino-1,2,4,5-tetrazin-3-yl)morpholine